tert-Butyl (2R,4R)-3,3-difluoro-4-{(methanesulfonyl) [(4-methoxyphenyl)methyl]amino}-2-(2-methoxy-2-oxoethyl)pyrrolidine-1-carboxylate FC1([C@H](N(C[C@H]1N(CC1=CC=C(C=C1)OC)S(=O)(=O)C)C(=O)OC(C)(C)C)CC(=O)OC)F